CN(CCCNC(CCCCCCCCCCC)=O)C N-[3-(dimethylamino)propyl]lauramide